8-((R)-1-((2-((S)-3-((tert-butyldimethylsilyl)oxy)piperidin-1-yl)-4-fluorophenyl)amino)ethyl)-3,6-dimethyl-2-morpholinoquinazolin-4(3H)-one [Si](C)(C)(C(C)(C)C)O[C@@H]1CN(CCC1)C1=C(C=CC(=C1)F)N[C@H](C)C=1C=C(C=C2C(N(C(=NC12)N1CCOCC1)C)=O)C